tert-butyl (tert-butoxycarbonyl)(5-(4,4,5,5-tetramethyl-1,3,2-dioxaborolan-2-yl)pyrimidin-2-yl)carbamate C(C)(C)(C)OC(=O)N(C(OC(C)(C)C)=O)C1=NC=C(C=N1)B1OC(C(O1)(C)C)(C)C